NCCN(CCN)CCN N',N'-bis(2-aminoethyl)ethane-1,2-diamine